[Sn].[Pt].[Ru] ruthenium-platinum-tin